FC1(CC2(CN(C2)C2=CC(=C3CN(C(C3=C2)=O)C2=CC(=CC=C2)C2(COC2)CC2=NN=CN2C)C(F)(F)F)C1)F 6-(6,6-difluoro-2-azaspiro[3.3]heptan-2-yl)-2-(3-(3-((4-methyl-4H-1,2,4-triazol-3-yl)methyl)oxetan-3-yl)phenyl)-4-(trifluoromethyl)isoindolin-1-one